1-bromo-5-(tert-butylsulfonyl)-4-methoxy-2-nitrobenzene BrC1=C(C=C(C(=C1)S(=O)(=O)C(C)(C)C)OC)[N+](=O)[O-]